C(C1=CC=CC=C1)(=O)OCC(CO)CC 2-ethyl-1,3-propanediol benzoate